propargyl Acrylate C(C=C)(=O)OCC#C